3-HYDROXYOXOLANE-3-CARBOXYLIC ACID OC1(COCC1)C(=O)O